N-(2,4,5-trifluoro-3-(3-morpholinylquinoxaline-6-carbonyl)phenyl)-3-(trifluoromethyl)benzamide FC1=C(C=C(C(=C1C(=O)C=1C=C2N=C(C=NC2=CC1)N1CCOCC1)F)F)NC(C1=CC(=CC=C1)C(F)(F)F)=O